(R)-8-cyclopentyl-7-ethyl-2-{{1-[2-(4-hydroxypiperidin-1-yl)acetyl]-5-methoxyindol-6-yl}amino}-5-methyl-7,8-dihydropterin C1(CCCC1)N1C(CN(C=2C(N[C@](NC12)(N)NC1=C(C=C2C=CN(C2=C1)C(CN1CCC(CC1)O)=O)OC)=O)C)CC